(N-tert-butyl-amino-formyl)androsta-3,5-diene-3-carboxylic acid C(C)(C)(C)NC(=O)C[C@@]12CCC[C@H]1[C@@H]1CC=C3C=C(CC[C@]3(C)[C@H]1CC2)C(=O)O